C(C=C)(=O)N1C[C@@H](CCC1)N1C(N(C=2C=NC=CC21)C2=CC=C(C=C2)OC2=C(C(=CC=C2)F)F)=O (R)-1-(1-acryloylpiperidin-3-yl)-3-(4-(2,3-difluorophenoxy)phenyl)-1H-imidazo[4,5-c]pyridin-2(3H)-one